N-(4-methylbenzyl)-1,2-ethanediamine CC1=CC=C(CNCCN)C=C1